epoxybromoheptane BrC1C(CCCCC)O1